The molecule is a lanosterol ester obtained by formal condensation of the 3-hydroxy group of lanosterol with the carboxy group of hexadecanoic (palmitic) acid. CCCCCCCCCCCCCCCC(=O)O[C@H]1CC[C@]2([C@H](C1(C)C)CCC3=C2CC[C@]4([C@]3(CC[C@@H]4[C@H](C)CCC=C(C)C)C)C)C